O1C(=NCCC1)N 5,6-dihydro-4H-1,3-oxazin-2-amine